2-(1H-pyrazole-4-yl)-1,2,3,4-tetrahydroquinoline N1N=CC(=C1)C1NC2=CC=CC=C2CC1